N1=C(C=CC=C1)CC(C)N 1-(pyridin-2-yl)propan-2-amine